COC(=O)N1CCC(CC1)N1N=CC=2C1=NC(=NC2N2CCOCC2)C2=CC=C(C=C2)NC(=O)NC2=CC=C(C=C2)CO 4-(6-{4-[3-(4-Hydroxymethyl-phenyl)-ureido]-phenyl}-4-morpholin-4-yl-pyrazolo[3,4-d]pyrimidin-1-yl)-piperidine-1-carboxylic acid methyl ester